2-(2,6-dichloro-4-(6-(difluoromethyl)-3,5-dioxo-4,5-dihydro-1,2,4-triazin-2(3H)-yl)phenoxy)-5-hydroxy-N-(2-hydroxy-2-methylpropyl)pyridine-4-sulfonamide ClC1=C(OC2=NC=C(C(=C2)S(=O)(=O)NCC(C)(C)O)O)C(=CC(=C1)N1N=C(C(NC1=O)=O)C(F)F)Cl